1-Methyl-7-nitro-5-((5-(trifluoromethyl)pyridin-2-yl)oxy)-1H-indazole CN1N=CC2=CC(=CC(=C12)[N+](=O)[O-])OC1=NC=C(C=C1)C(F)(F)F